S1SSCSS1 1,2,3,5,6-pentathiane